2-(3-methoxyphenyl)piperazine COC=1C=C(C=CC1)C1NCCNC1